N1C=CC2=CC(=CC=C12)S(=O)(=O)N1C=C(C=C1)C(=O)NC1=C(C=CC=C1C)F 1-((1H-indol-5-yl)sulfonyl)-N-(2-fluoro-6-methylphenyl)-1H-pyrrole-3-carboxamide